CC=1N(C=C(C1)C=1N(C=CC1)CC1=CC=CC=C1)CC1=CC=CC=C1 methyl-1-benzyl-4-(1-benzyl-1H-pyrrol-2-yl)-1H-pyrrole